FC(C1=C(C=CC(=C1)C(F)(F)F)[C@H](C)N1N=CC(=C1)NC(=O)C=1N=C(OC1)C1=NC=CC=C1)(F)F (S)-N-(1-(1-(2,4-bis(trifluoromethyl)phenyl)ethyl)-1H-pyrazol-4-yl)-2-(pyridin-2-yl)oxazole-4-carboxamide